6-(4-aminophenyl)-5-{3-fluoro-4-[(4-methylpyrimidin-2-yl)oxy]phenyl}-7-(methoxymethyl)-5H-pyrrolo[3,2-d]pyrimidin-4-amine NC1=CC=C(C=C1)C1=C(C=2N=CN=C(C2N1C1=CC(=C(C=C1)OC1=NC=CC(=N1)C)F)N)COC